tert-butyl 4-(5-{2-[4-({2,3,5-trifluoro-4-[(4-methoxyphenyl)methoxy]benzamido}methyl)bicyclo[2.2.2]octan-1-yl]imidazo[1,2-a]pyridin-7-yl}pyrazin-2-yl)piperazine-1-carboxylate FC1=C(C(=O)NCC23CCC(CC2)(CC3)C=3N=C2N(C=CC(=C2)C=2N=CC(=NC2)N2CCN(CC2)C(=O)OC(C)(C)C)C3)C=C(C(=C1F)OCC1=CC=C(C=C1)OC)F